OC1(CS(C1)(=O)=O)CNC(OC(C)(C)C)=O tert-butyl N-[(3-hydroxy-1,1-dioxo-thietan-3-yl)methyl]carbamate